N(C1=CC=CC=C1)C1=CC=2C3(C4=CC=C(C=C4OC2C=C1C)N(CCCC)CCCC)OC(=O)C1=CC=CC=C13 2'-anilino-6'-(dibutylamino)-3'-methyl-spiro[phthalide-3,9'-xanthene]